(4aR,10aR)-1-propyl-1,2,3,4,4a,5,10,10a-octahydrobenzo[g]quinoline-6,7-diyl bis(ethylcarbamate) C(C)NC(OC1=C(C=CC2=C1C[C@H]1CCCN([C@@H]1C2)CCC)OC(NCC)=O)=O